FCCCN1CC(C1)OC1=CC=C(C=C1)[C@@H]1N([C@H](CC2=C1NC1=CC=CC=C21)C)C21CC(C2)(C1)CO (3-((1S,3S)-1-(4-((1-(3-fluoropropyl)azetidin-3-yl)oxy)phenyl)-3-methyl-1,3,4,9-tetrahydro-2H-pyrido[3,4-b]indol-2-yl)bicyclo[1.1.1]pentan-1-yl)methanol